OC1=NC=CC=C1C[C@@H](C(C(=O)NC)=O)NC([C@H](CC(C)C)NC(=O)C1=NC2=C(N1)C=CC(=C2)OC)=O N-((S)-1-(((S)-1-(2-hydroxypyridin-3-yl)-4-(methylamino)-3,4-dioxobutan-2-yl)amino)-4-methyl-1-oxopentan-2-yl)-5-methoxy-1H-benzo[d]imidazole-2-carboxamide